FC=1C=C(OC=2C=C(C=NC2)NC(C=C)=O)C=CC1C(F)(F)F N-[5-{3-fluoro-4-(trifluoromethyl)phenoxy}pyridin-3-yl]acrylamide